C1CCC(CC1)NC(=O)N2CCOCC2 4-(N-(cyclohexyl)carbamoyl)morpholine